(S)-quinuclidin-3-yl (7-(3,5-difluorophenyl)-1,2,3,4-tetrahydronaphthalen-1-yl)carbamate FC=1C=C(C=C(C1)F)C1=CC=C2CCCC(C2=C1)NC(O[C@@H]1CN2CCC1CC2)=O